tert-butyl 3-((6-(3-aminophenyl)-4-(((3,3-dimethylbut-2-yl) amino) methyl) pyridin-2-yl) amino)-5-methyl-1H-pyrazole-1-carboxylate NC=1C=C(C=CC1)C1=CC(=CC(=N1)NC1=NN(C(=C1)C)C(=O)OC(C)(C)C)CNC(C)C(C)(C)C